N[C@@H]1C2=CC=CC=C2CC12CCN(CC2)C2=CC=C(C(=C2C(=C)C2=NNC=C2)F)F (S)-6-(1-amino-1,3-dihydrospiro[indene-2,4'-piperidine]-1'-yl)-3-(1-(2,3-difluorophenyl)vinyl)-1H-pyrazole